bis(1-adamantyl)-butyl-phosphane C12(CC3CC(CC(C1)C3)C2)P(CCCC)C23CC1CC(CC(C2)C1)C3